N1=C(C=NC=C1)O[C@@H]1CC[C@H](CC1)C(=O)NN Trans-4-(pyrazin-2-yloxy)-cyclohexanecarboxylic acid hydrazide